C1=CC=CC=2C3=CC=CC=C3N(C12)C=1C=C(C=CC1)N1C2=CC=CC=C2C=2C=C(C=CC12)C#N 9-(3-(9H-carbazol-9-yl)phenyl)-9H-carbazol-3-carbonitrile